2,2-difluoro-N-(piperidin-4-yl)-2-(p-tolyloxy)acetamide FC(C(=O)NC1CCNCC1)(OC1=CC=C(C=C1)C)F